S1C(=NC2=C1C=CC=C2)C2=C(C(=C(C(=C2C2=CC=C(C=C2)N2C1=CC=C(C=C1C=1C=C(C=CC21)C)C)C2=CC=C(C=C2)N2C1=CC=C(C=C1C=1C=C(C=CC21)C)C)C2=CC=C(C=C2)N2C1=CC=C(C=C1C=1C=C(C=CC21)C)C)C2=CC=C(C=C2)N2C1=CC=CC=C1C=1C=CC=CC21)C#N 4'-(benzo[d]thiazol-2-yl)-4''-(9H-carbazol-9-yl)-4-(3,6-dimethyl-9H-carbazol-9-yl)-5',6'-bis(4-(3,6-dimethyl-9H-carbazol-9-yl)phenyl)-[1,1':2',1''-terphenyl]-3'-carbonitrile